ClC1=C(C=C(OCC(=O)N[C@H]2CC[C@@H](NC2)C(=O)NC2=NN(C=C2)C(F)(F)F)C=C1)F (2r,5s)-5-[2-(4-chloro-3-fluorophenoxy)acetamido]-N-[1-(trifluoromethyl)-1H-pyrazol-3-yl]piperidine-2-carboxamide